C(C1=CC=CC=C1)OC1=C(C(=O)O[C@H]2O[C@H]([C@H]([C@@H]([C@@H]2C2=C(C(=O)[O-])C=C(C(=C2OCC2=CC=CC=C2)OCC2=CC=CC=C2)OCC2=CC=CC=C2)C2=C(C(=O)[O-])C=C(C(=C2OCC2=CC=CC=C2)OCC2=CC=CC=C2)OCC2=CC=CC=C2)C2=C(C(=O)[O-])C=C(C(=C2OCC2=CC=CC=C2)OCC2=CC=CC=C2)OCC2=CC=CC=C2)COC(C2=CC(=C(C(=C2)OCC2=CC=CC=C2)OCC2=CC=CC=C2)OCC2=CC=CC=C2)=O)C=CC(=C1)OC (2R,3R,4S,5R,6R)-2-((2-(benzyloxy)-4-methoxybenzoyl)oxy)-6-(((3,4,5-tris(benzyloxy)benzoyl)oxy) methyl)tetrahydro-2H-pyran-3,4,5-triyltris(3,4,5-tris(benzyloxy)benzoate)